1,2-dichlorobenzyl alcohol ClC1(CO)C(C=CC=C1)Cl